C(C)OCCCNCCC[SiH2]OCC N-ethoxypropyl-3-aminopropyl-ethoxysilane